BrC1=CC=C2C=CC(=NC2=C1)NCC1CC1 7-bromo-N-(cyclopropylmethyl)quinolin-2-amine